(4R)-8-ethynyl-6-(2-fluorophenyl)-N,N,4-trimethyl-4H-imidazo[1,5-a][1,4]benzodiazepine-3-carboxamide C(#C)C=1C=CC2=C(C(=N[C@@H](C=3N2C=NC3C(=O)N(C)C)C)C3=C(C=CC=C3)F)C1